4-amino-1-((2R,4S,5R)-5-ethynyl-4-hydroxy-5-(hydroxymethyl)tetrahydrofuran-2-yl)-5-fluoropyrimidin-2(1H)-one NC1=NC(N(C=C1F)[C@@H]1O[C@@]([C@H](C1)O)(CO)C#C)=O